CC1=C(C(=CC=C1)C)C(C(N)C1=C(C=CC=C1C)C)N 1,2-bis(2,6-dimethylphenyl)ethylenediamine